4-(3-nitrophenyl)-1-propylpyridin-1-ium iodide [I-].[N+](=O)([O-])C=1C=C(C=CC1)C1=CC=[N+](C=C1)CCC